(4-amino-3,5-difluorophenyl)(8-(4-chloro-1,2,6-trimethyl-1H-benzo[d]imidazol-5-yl)-1-iodoindolizin-3-yl)methanone NC1=C(C=C(C=C1F)C(=O)C1=CC(=C2C(=CC=CN12)C1=C(C2=C(N(C(=N2)C)C)C=C1C)Cl)I)F